3-(N-((4'-(Dimethylamino)-[1,1'-biphenyl]-4-yl)methyl)cyclohexanecarboxamido)-N-(pyridin-2-yl)benzamide CN(C1=CC=C(C=C1)C1=CC=C(C=C1)CN(C(=O)C1CCCCC1)C=1C=C(C(=O)NC2=NC=CC=C2)C=CC1)C